COC(CCCCCCCC(C(=O)O)(C)C)CCCCCCCC(C(=O)O)(C)C 10-methoxy-2,2,18,18-tetramethylnonadecanedioic acid